C(C)(C)(C)[Si]([O-])(C)C.[Na+] sodium (tert-butyl)dimethylsilanolate